3,5-dimethoxy-4-hydroxybenzaldehyde-13C COC=1C=C([13CH]=O)C=C(C1O)OC